COC1=CC(=C(C=C1NC1=NC=CC(=N1)N1C=C(C2=CC=CC=C12)C)C(C(=O)N)=C)N1CCN(CC1)C 4-methoxy-5-((4-(3-methyl-1H-indol-1-yl)pyrimidin-2-yl)amino)-2-(4-methylpiperazine-1-yl)phenyl-acrylamide